BrC=1C=NN2C1N=C(N=C2NCC(=O)O)N2CCOCC2 N-[8-bromo-2-(morpholin-4-yl)pyrazolo[1,5-a][1,3,5]triazin-4-yl]glycine